4-(2-Ethyloxazol-4-yl)-N-((trans-4-(5-methoxy-6-methylpyridin-2-yl)cyclohexyl)methyl)pyridin-2-amine C(C)C=1OC=C(N1)C1=CC(=NC=C1)NC[C@@H]1CC[C@H](CC1)C1=NC(=C(C=C1)OC)C